5-benzylthio-3-chloro-9-nitro-7,8-dihydro-6H-cyclopenta[g]Isoquinoline C(C1=CC=CC=C1)SC1=C2C=C(N=CC2=C(C2=C1CCC2)[N+](=O)[O-])Cl